N,N-dimethyl-2-(p-toluenesulfonylsulfanyl)ethylamine CN(C)CCSS(=O)(=O)C1=CC=C(C)C=C1